2-(4-Cyano-phenoxy)-N-(5,6-dimethoxy-benzothiazol-2-yl)-2-(4-dimethylsulfamoyl-phenyl)-acetamide C(#N)C1=CC=C(OC(C(=O)NC=2SC3=C(N2)C=C(C(=C3)OC)OC)C3=CC=C(C=C3)S(N(C)C)(=O)=O)C=C1